methyl 2'-chloro-5'-(difluoromethoxy)-6-methyl-[4,4'-bipyridine]-3-carboxylate ClC1=NC=C(C(=C1)C1=C(C=NC(=C1)C)C(=O)OC)OC(F)F